OCCOC1=CC(=NC=C1)C=1N=C(C2=C(N1)CCC2)N(CC(=O)NC=2C=NC(=CC2)OC)C 2-((2-(4-(2-hydroxyethoxy)pyridin-2-yl)-6,7-dihydro-5H-cyclopenta[d]pyrimidin-4-yl)(methyl)amino)-N-(6-methoxypyridin-3-yl)acetamide